2,3,3',4,4'-pentachlorobiphenyl ClC1=C(C=CC(=C1Cl)Cl)C1=CC(=C(C=C1)Cl)Cl